6-(Azetidin-1-yl)-N-[(5-(tert-butyl)-2-isopropoxyphenyl)sulfonyl]-4-fluorobenzofuran-2-carboxamide N1(CCC1)C1=CC2=C(C=C(O2)C(=O)NS(=O)(=O)C2=C(C=CC(=C2)C(C)(C)C)OC(C)C)C(=C1)F